1-(3-Fluoropyridin-4-yl)-5-(trifluoromethyl)-1H-pyrazole-4-carboxylic acid ethyl ester C(C)OC(=O)C=1C=NN(C1C(F)(F)F)C1=C(C=NC=C1)F